BrC1=CC=C2C=3C(C4=C(C(C3NC2=C1)(C)C)C=C(C(=C4)Cl)N4CCC(CC4)=O)CC(=O)O 3-bromo-9-chloro-6,6-dimethyl-8-(4-oxopiperidin-1-yl)-5,6-dihydro-11H-benzo[b]carbazole-11-Acetic acid